C(C1=CC=CC=C1)(C1=CC=CC=C1)(C1=CC=CC=C1)N1[C@H](CC1)C=O ((R)-1-tritylazetidin-2-yl)methanone